CC1=NC=C(C=N1)C1OCCC(=C1)B1OC(C(O1)(C)C)(C)C 2-methyl-5-(4-(4,4,5,5-tetramethyl-1,3,2-dioxaborolan-2-yl)-5,6-dihydro-2H-pyran-2-yl)pyrimidine